(R)-5-(2-(((1-(2,6-dimethylpyridin-4-yl)-1H-pyrazol-4-yl)methyl)amino)-1-hydroxyethyl)-4-methylisobenzofuran-1(3H)-one CC1=NC(=CC(=C1)N1N=CC(=C1)CNC[C@H](O)C=1C(=C2COC(C2=CC1)=O)C)C